N-(3-(4'-((4-methyltetrahydro-2H-pyran-4-yl)methoxy)-4,5,5',6'-tetrahydro-2H-spiro[furan-3,8'-pyrano[3,4-b]pyridin]-2'-yl)-1H-pyrrolo[2,3-c]pyridin-5-yl)acetamide CC1(CCOCC1)COC1=C2C(=NC(=C1)C1=CNC3=CN=C(C=C31)NC(C)=O)C3(OCC2)COCC3